1-(5-bromo-2,3-dihydro-1H-inden-1-yl)-4-methoxypiperidine BrC=1C=C2CCC(C2=CC1)N1CCC(CC1)OC